C(C)OC=1C=C(C=CC1)C1=C(C=CC=C1)CCC(=O)N1CCN(CC1)C1=CC=C(N=N1)C(=O)NS(=O)(=O)C1=CC(=C(C=C1)NCCSC1=CC=CC=C1)C(F)(F)F 6-[4-[3-[2-(3-Ethoxyphenyl)phenyl]propanoyl]piperazin-1-yl]-N-[4-(2-phenylsulfanylethylamino)-3-(trifluoromethyl)phenyl]sulfonylpyridazine-3-carboxamide